(S)-6-isopropyl-2-methoxy-3-(3-methoxypropoxy)-9-(1,3,4-oxadiazol-2-yl)-5,6-dihydro-10H-pyrido[1,2-h][1,7]naphthyridin-10-one C(C)(C)[C@@H]1CC=2C=C(C(=NC2C=2N1C=C(C(C2)=O)C=2OC=NN2)OC)OCCCOC